(R)-tert-butyl 3-methyl-11-thioxo-3,4,8,9,10,11-hexahydro-1H-pyrido-[4',3':3,4]pyrazolo[1,5-a][1,4]diazepine-2(7H)-carboxylate C[C@@H]1CC2=NN3C(C(NCCC3)=S)=C2CN1C(=O)OC(C)(C)C